[Na].N1C(N)=NC=2N=CNC2C1=O guanine sodium salt